2-bromoethane-1,1,2,2-d4 BrC(C([2H])[2H])([2H])[2H]